tert-butyl {(3S)-1-[5-({[5-[(tert-butoxycarbonyl)amino]-2-(2,6-difluorophenyl)-1,3-thiazol-4-yl]carbonyl}amino)-2,3-dihydrofuro[2,3-b]pyridin-4-yl]piperidin-3-yl}carbamate C(C)(C)(C)OC(=O)NC1=C(N=C(S1)C1=C(C=CC=C1F)F)C(=O)NC=1C(=C2C(=NC1)OCC2)N2C[C@H](CCC2)NC(OC(C)(C)C)=O